C(C)C1(OC2=CC=C(C=C2[C@@H](C1)N1C(NC(CC1=O)(C)C)=N)C(=O)N[C@H]1[C@@H](COC2=CC=CC=C12)O)CC (R)-2,2-diethyl-N-((3S,4R)-3-hydroxychroman-4-yl)-4-(2-imino-4,4-dimethyl-6-oxotetrahydropyrimidin-1(2H)-yl)chromane-6-carboxamide